tert-Butyl 4-[4-methyl-3-[[(1R)-1-(1-naphthyl)ethyl]carbamoyl]phenyl]piperazine-1-carboxylate CC1=C(C=C(C=C1)N1CCN(CC1)C(=O)OC(C)(C)C)C(N[C@H](C)C1=CC=CC2=CC=CC=C12)=O